C1(=CC=CC=C1)N1N=CC2=C1N=C/1N(C2=O)CC\C1=C/C1=CC=C(C=C1)OC (E)-1-phenyl-8-(4-methoxybenzylidene)-7,8-dihydro-1H-pyrazolo[3,4-D]pyrrolo[1,2-a]pyrimidin-4(6H)-one